2-((2-(4-cyanophenyl)propyl)amino)-2-phenylacetic acid ethyl ester C(C)OC(C(C1=CC=CC=C1)NCC(C)C1=CC=C(C=C1)C#N)=O